2-oxo-2-(o-tolyl)acetic acid O=C(C(=O)O)C1=C(C=CC=C1)C